tert-butyl N-{4-[(4-formyl-2-methoxyphenoxy) methyl]-3-(trifluoromethyl) phenyl}-N-methylcarbamate C(=O)C1=CC(=C(OCC2=C(C=C(C=C2)N(C(OC(C)(C)C)=O)C)C(F)(F)F)C=C1)OC